C(C)N(C(=O)C1=C(OC=2C(=NC=NC2)N2C[C@@H](CC2)CN2CCC3(CC2)CCC(CC3)C(=O)NS(=O)(=O)CC)C=CC(=C1)F)C(C)C (S)-3-((1-(5-(2-(Ethyl(isopropyl)carbamoyl)-4-fluorophenoxy)pyrimidin-4-yl)pyrrolidine-3-yl)methyl)-N-(ethylsulfonyl)-3-azaspiro[5.5]undecane-9-carboxamide